3-fluoro-N-{5-fluoro-7-isopropylimidazo[4,3-f][1,2,4]triazin-2-yl}-1-methanesulfonylpiperidin-4-amine FC1CN(CCC1NC1=NN2C(C=N1)=C(N=C2C(C)C)F)S(=O)(=O)C